O.S(=O)(=O)([O-])[O-].[As]([O-])(O)O.[Fe+3] ferric arsenite sulfate hydrate